Heptadecan-9-yl 8-((2-hydroxytetradecyl)(3-(2-methyl-1H-imidazol-1-yl)propyl)amino)octanoate OC(CN(CCCCCCCC(=O)OC(CCCCCCCC)CCCCCCCC)CCCN1C(=NC=C1)C)CCCCCCCCCCCC